FC1=CC=C(C=C1)C1=NN2C(=NC=3C=CC=CC3C2=N1)N[C@@H]1C(NCCNC1)=O (6S)-6-{[2-(4-fluorophenyl)[1,2,4]triazolo[1,5-c]quinazolin-5-yl]amino}-1,4-diazepan-5-one